BrC=C(C1=CC=CC=C1)N1C=NC2=C1C=CC(=C2)C 1-(2-bromo-1-phenylvinyl)-5-methyl-benzimidazole